NC1=NC=NN2C1=C(C=C2C2CCN(CC2)CCO)C2=C(C=C(C=C2)NC(=O)C=2C(N(C=CC2)C2=CC=C(C=C2)F)=O)F N-(4-{4-amino-7-[1-(2-hydroxyethyl)piperidin-4-yl]pyrrolo[2,1-f][1,2,4]triazin-5-yl}-3-fluorophenyl)-1-(4-fluorophenyl)-2-oxo-1,2-dihydropyridine-3-carboxamide